CC1(C(C(CC1)=C)C)CC(=O)OCCCC n-butyl (1,2-dimethyl-3-methylenecyclopentyl)acetate